4-(3-Chloro-2-fluoro-6-methoxyphenyl)-N-(5-ethoxybenzo[d]thiazol-2-yl)-6-methylnicotinamide ClC=1C(=C(C(=CC1)OC)C1=CC(=NC=C1C(=O)NC=1SC2=C(N1)C=C(C=C2)OCC)C)F